C(C)OC1=C(OC2CN(CCC2)C2=CN=CC(=N2)NC2=NN(C=C2)C(=O)[O-])C=CC=C1 (6-(3-(2-ethoxyphenoxy)piperidin-1-yl)pyrazin-2-yl)amino-1H-pyrazole-1-carboxylate